2-(3-(4-((6-Fluorobenzo[d]thiazol-5-yl)amino)thieno[2,3-b]pyridin-2-yl)-2-methylpyrrolidin-1-yl)ethan-1-ol FC1=CC2=C(N=CS2)C=C1NC1=C2C(=NC=C1)SC(=C2)C2C(N(CC2)CCO)C